N1=CC(=CC=C1)CNCCC#N 3-(3-pyridylmethylamino)propionitrile